C(#N)C1=CC=C(N=N1)N[C@H](C(=O)NC1=CC=C2C(=C1)NC(C21CCOCC1)=O)C1CCCCC1 (2S)-2-[(6-Cyanopyridazin-3-yl)amino]-2-cyclohexyl-N-(2-oxospiro[1H-indole-3,4'-oxane]-6-yl)acetamide